1-(4-(1-fluoro-7-(tetrahydro-2H-pyran-4-yl)-3,8,9,10-tetrahydrocyclohepta[e]indazol-6-yl)phenyl)piperidine-4-carbaldehyde FC1=NNC=2C=CC3=C(C12)CCCC(=C3C3=CC=C(C=C3)N3CCC(CC3)C=O)C3CCOCC3